5-(1-(2,2-difluoroethyl)-4-fluoro-1H-benzo[d]imidazol-6-yl)-6-fluoro-N-((3S,4R)-3-fluoro-1-(oxetan-3-yl)piperidin-4-yl)-4-methoxypyrrolo[2,1-f][1,2,4]triazin-2-amine FC(CN1C=NC2=C1C=C(C=C2F)C=2C(=CN1N=C(N=C(C12)OC)N[C@H]1[C@H](CN(CC1)C1COC1)F)F)F